C(=C)C1=CC=C(C=C1)N1CCOCC1 4-(4-vinylphenyl)morpholine